N-((4-fluoro-1H-benzo[d]imidazol-2-yl)methyl)-3-(1-isopropyl-1H-pyrazol-4-yl)-6-(4-methylpiperazin-1-yl)imidazo[1,2-b]pyridazin-8-amine FC1=CC=CC=2NC(=NC21)CNC=2C=1N(N=C(C2)N2CCN(CC2)C)C(=CN1)C=1C=NN(C1)C(C)C